(5-octylsulfonyloximino-5H-thiophene-2-ylidene)-(2-methylphenyl)acetonitrile C(CCCCCCC)S(=O)(=O)C1C=CC(S1=NO)=C(C#N)C1=C(C=CC=C1)C